1,2-dilinoleyl-sn-glycero-3-phosphoethanolamine C(CCCCCCC\C=C/C\C=C/CCCCC)OC[C@@H](OCCCCCCCC\C=C/C\C=C/CCCCC)COP(=O)(O)OCCN